ClC1=C(C(=C(N=N1)S(=O)(=O)C1=C(C(=CC=C1)C1CC1)F)C(=O)NCC(F)(F)C1=C(C=C(C=C1)C)Cl)C 6-chloro-N-[2-(2-chloro-4-methylphenyl)-2,2-difluoroethyl]-3-[(3-cyclopropyl-2-fluorophenyl)sulfonyl]-5-methylpyridazine-4-carboxamide